C(CC=C)OC1O[C@H]2C[C@@]34[C@H](C([C@H]([C@]2(O1)C)C4)(C)C)CC[C@H]3C (1R,3S,7R,8R,10S,13R)-5-n-but-3-enoxy-7,9,9,13-tetramethyl-4,6-dioxatetracyclo[6.5.1.01,10.03,7]tetradecane